C(C)(C)(C)C=1C=C(C=CC1)C1=NNC2=NC(=CN=C21)N2CCC1(CC2)CC2=CC=CC=C2C[C@H]1N (R)-1'-(3-(3-(tert-butyl)phenyl)-1H-pyrazolo[3,4-b]pyrazin-6-yl)-3,4-dihydro-1H-spiro[naphthalene-2,4'-piperidin]-3-amine